(E)-3-(3,4-Dichlorophenyl)-1-(2-hydroxyphenyl)prop-2-en-1-one ClC=1C=C(C=CC1Cl)/C=C/C(=O)C1=C(C=CC=C1)O